FC=1C(=C(C(=CC1)F)B(OO)OO)O (3,6-difluoro-2-hydroxyphenyl)dihydroxyboronic acid